BrC=1C=C2CCC(OC2=CC1)C(C(=O)OCCCC)O butyl 2-(6-bromochroman-2-yl)-2-hydroxyacetate